FC=1C=C2C(=C(C(=NC2=CC1)C1=CC=C(C=C1)C1=CC=C(C=C1)F)C)C(=O)O 6-fluoro-2-(4'-fluoro-[1,1'-biphenyl]-4-yl)-3-methylquinoline-4-carboxylic acid